N1C(=NC2=C1C=CC=C2)C2=C(C(=CC=C2)Cl)C=2C(=CC(=CC2)C(N[C@@H](CCC)C2=C(C=CC=C2)C(F)(F)F)=O)C(=O)O (S)-2'-(1H-1,3-benzodiazol-2-yl)-6'-chloro-4-({1-[2-(trifluoromethyl)phenyl]butyl}carbamoyl)-[1,1'-biphenyl]-2-carboxylic acid